BrCCCOC1=CC=C2C(C(=COC2=C1)C1=CC=C(C=C1)OC)=O 7-(3-bromopropyloxy)-3-(4-methoxyphenyl)-4H-chromen-4-one